2-(4-(4-hydroxypiperidin-1-yl)phenyl)acetic acid OC1CCN(CC1)C1=CC=C(C=C1)CC(=O)O